O1CC(C1)CCN1N=CC(=C1)C=1NC=CC1 2-(1-(2-(oxetan-3-yl)ethyl)-1H-pyrazol-4-yl)-1H-pyrrole